Ethyl (S)-4-(4-(hydroxy(4'-(trifluoromethyl)-[1,1'-biphenyl]-2-yl)methyl)piperidin-1-yl)benzoate O[C@@H](C1CCN(CC1)C1=CC=C(C(=O)OCC)C=C1)C1=C(C=CC=C1)C1=CC=C(C=C1)C(F)(F)F